dimethyl-N,N-diisopropylphosphoramidite COP(OC)N(C(C)C)C(C)C